5'-(4-(tert-butyl)piperazin-1-yl)-3-hydroxy-6'-methoxy-6-methyl-[2,3'-bipyridin] C(C)(C)(C)N1CCN(CC1)C=1C=C(C=NC1OC)C1=NC(=CC=C1O)C